Mono-nitrobenzene [N+](=O)([O-])C1=CC=CC=C1